C(#N)CCOP(=O)([C@@]1(C[C@@H](O[C@@H]1COP(=O)([C@@]1(C[C@@H](O[C@@H]1COC(C1=CC=C(C=C1)OC)(C1=CC=C(C=C1)OC)C1=CC=CC=C1)N1C(=O)NC(=O)C(C)=C1)O)OCCC#N)N1C(=O)NC(=O)C(C)=C1)O)OC[C@@H]1[C@H](C[C@@H](O1)N1C=NC=2C(=O)NC(NC(C(C)C)=O)=NC12)O 5'-O-((2-cyanoethoxy)(5'-O-((2-cyanoethoxy)(5'-O-(4,4'-dimethoxytrityl)thymidine-3'-yl)phosphoryl)thymidine-3'-yl)phosphoryl)-N2-isobutyryldeoxyguanosine